C(C)(C)(C)C=1SC(=C(N1)C=1C(=C(C=CC1)NS(=O)(=O)C1=C(C=C(C=C1F)N(CC)CC)F)F)C1=NC(=NC=C1)NC1CC2(CS(C2)(=O)=O)C1 N-(3-(2-(tert-butyl)-5-(2-((2,2-dioxido-2-thiaspiro[3.3]heptan-6-yl)amino)pyrimidin-4-yl)thiazol-4-yl)-2-fluorophenyl)-4-(diethylamino)-2,6-difluorobenzenesulfonamide